butanedioic acid 1,4-dimethyl ester COC(CCC(=O)OC)=O